S1C=NC=C1C1=NN=C(S1)N1OCC2=C1C=CC=C2 N-(5-(thiazol-5-yl)-1,3,4-thiadiazol-2-yl)benzo[c]isoxazole